(S)-(1-ethyl-pyrrolidin-2-yl)methanamine C(C)N1[C@@H](CCC1)CN